ClC1=CC=C(C=C1)C1=C2C(=C(N=N1)NC1CN(CCC1)C)CN(CC2)C2CC2 1-(4-chlorophenyl)-6-cyclopropyl-N-(1-methylpiperidin-3-yl)-5,6,7,8-tetrahydropyrido[3,4-d]pyridazin-4-amine